CC1=CC=C(C=C1)S(=O)(=O)O.N1CCC(CC1)CN1C=CC2=C(C=CC=C12)N1C(NC(CC1)=O)=O 1-(1-(piperidin-4-ylmethyl)-1H-indol-4-yl)dihydropyrimidine-2,4(1H,3H)-dione 4-methylbenzenesulfonate